trioctylphenylphosphine C(CCCCCCC)C1=C(C(=C(C=C1)P)CCCCCCCC)CCCCCCCC